FC(CN1N=C(C2=CC=CC=C12)C(=O)NC=1C=C(C(=O)NC2=C(C=C(C=C2)F)CC(=O)OC(C)(C)C)C=CC1N1CCCCC1)F tert-Butyl 2-(2-(3-(1-(2,2-difluoroethyl)-1H-indazole-3-carboxamido)-4-(piperidin-1-yl)benzamido)-5-fluorophenyl)acetate